ClS(=O)(=O)C1C[C@@H]2[C@@H](CN(C2)C(=O)OCC2=CC=CC=C2)C1 Benzyl (3aR,5r,6aS)-5-(chlorosulfonyl)hexahydrocyclopenta[c]pyrrole-2(1H)-carboxylate